N-(2-methoxy-ethyl)nicotinamide COCCNC(C1=CN=CC=C1)=O